2-((4-(2-(6-(dimethylamino)-2-methylhexan-3-yl)-2,6-diazaspiro[3.4]oct-6-yl)pyridazin-3-yl)oxy)-N-ethyl-5-fluoro-N-isopropylbenzamide CN(CCCC(C(C)C)N1CC2(C1)CN(CC2)C2=C(N=NC=C2)OC2=C(C(=O)N(C(C)C)CC)C=C(C=C2)F)C